CC1(N(C(COC1)C1=CC2=C(N(C(O2)=O)C)C=C1)C(=O)NCCCCC1=CC=CC=C1)C 3,3-dimethyl-5-(3-methyl-2-oxo-1,3-benzooxazol-6-yl)-N-(4-phenylbutyl)morpholine-4-carboxamide